((2S,2S)-3-(2-iodophenyl)-1,4-dioxaspiro[4.4]non-2-yl)methanol IC1=C(C=CC=C1)C1[C@@H](OC2(O1)CCCC2)CO